CC(CCOC1=C(C=CC=C1)O)CCC=C(CC)C 2-((3,7-dimethylnon-6-en-1-yl)oxy)phenol